C1(CC1)CNCC[C@H]1[C@@H]([C@H](CC=2NC3=CC=CC=C3C12)C1=C(C=CC=C1)F)N (2R,3S,4R)-4-{2-[(Cyclopropylmethyl)amino]ethyl}-2-(2-fluorophenyl)-2,3,4,9-tetrahydro-1H-carbazol-3-amine